6-bromo-imidazo[1,2-a]pyrazine BrC=1N=CC=2N(C1)C=CN2